(Z)-tetradec-9-enoic acid [2-[4-(dimethylamino) butanoyloxymethyl]-3-[(Z)-tetradec-9-enoyl] oxy-2-[[(Z)-tetradec-9-enoyl] oxymethyl] propyl] ester CN(CCCC(=O)OCC(COC(CCCCCCC\C=C/CCCC)=O)(COC(CCCCCCC\C=C/CCCC)=O)COC(CCCCCCC\C=C/CCCC)=O)C